P(O)(O)OC[C@H]1NCCN(C1)C1=NC2=C(C=3N1C=CN3)C(=CN2)C2=C(C3=CN(N=C3C=C2)C)Cl (S)-(4-(9-(4-chloro-2-methyl-2H-indazol-5-yl)-7H-imidazo[1,2-c]pyrrolo[3,2-e]pyrimidin-5-yl)piperazin-2-yl)methanol Thiophosphite